CC(C=O)(C)N(C1COC1)C 2-Methyl-2-[methyl-(oxetan-3-yl)amino]propanal